ClC=1C=NN(C1C1=NN2C(C(CCC2)N)=C1)C(C)C 2-(4-chloro-1-isopropyl-1H-pyrazol-5-yl)-4,5,6,7-tetrahydropyrazolo[1,5-a]pyridin-4-amine